C(C)C1(OC=2C=C(C=CC2C=2N=C(SC21)NC(=O)C=2C(=NC=NC2OC)O)C(F)(F)F)CC N-(4,4-diethyl-7-(trifluoromethyl)-4H-chromeno[4,3-d]thiazol-2-yl)-4-hydroxy-6-methoxypyrimidine-5-carboxamide